O=C1NC(CCC1N1CC2=CC=C(C=C2C1=O)OC(N(C1=CC(=C(C(=C1)C)C#N)Cl)C)=O)=O (2-(2,6-dioxopiperidin-3-yl)-3-oxoisoindolin-5-yl)methyl(3-chloro-4-cyano-5-methylphenyl)carbamate